(2-(propionamido)acetoyloxy)methyl (S)-1-(2-chlorophenyl)-2-oxocyclohexylmethylcarbamate ClC1=C(C=CC=C1)[C@]1(C(CCCC1)=O)CNC(OCOC(CNC(CC)=O)=O)=O